C(N)(OC[C@@H]1OC2=CC=CC=C2C(C1)=O)=O (((R)-4-oxochroman-2-yl) methyl) carbamate